4-{5-[6-chloro-4-(ethylamino)pyridin-3-yl]-1,3,4-oxadiazol-2-yl}piperazine-1-carboxylic acid tert-butyl ester C(C)(C)(C)OC(=O)N1CCN(CC1)C=1OC(=NN1)C=1C=NC(=CC1NCC)Cl